ClC=1C=C(C=CC1)N1N=CC(=C1)C(C(=O)NC1=NNC(=C1)C1COC1)C 2-(1-(3-chlorophenyl)-1H-pyrazol-4-yl)-N-(5-(oxetan-3-yl)-1H-pyrazol-3-yl)propanamide